N-(2,6-difluorobenzyl)-2-(5-(5-(4,4,5,5-tetramethyl-1,3,2-dioxaborolan-2-yl)-1-(tritylamino)pentyl)-1H-tetrazol-1-yl)acetamide FC1=C(CNC(CN2N=NN=C2C(CCCCB2OC(C(O2)(C)C)(C)C)NC(C2=CC=CC=C2)(C2=CC=CC=C2)C2=CC=CC=C2)=O)C(=CC=C1)F